5-chloro-3-iodo-2-(1-methyl-1H-pyrazol-4-yl)pyridine ClC=1C=C(C(=NC1)C=1C=NN(C1)C)I